COC(=O)C=1C=C2C=C(C=NC2=CC1)CBr 3-(bromomethyl)quinoline-6-carboxylic acid methyl ester